C1(CC1)C=1C=NC(=NC1)N1C[C@@H](N([C@H](C1)C)C(=O)O[C@H](CC1=CNC(C(=C1)C(F)(F)F)=O)C)C (S)-1-(6-Oxo-5-(trifluoromethyl)-1,6-dihydropyridin-3-yl)propan-2-yl (2S,6S)-4-(5-cyclopropylpyrimidin-2-yl)-2,6-dimethylpiperazine-1-carboxylate